NC1=C(C=NN1)C(=O)NC1=NC=C(C=C1)F 5-amino-N-(5-fluoropyridin-2-yl)-1H-pyrazole-4-carboxamide